[Li].NCCNC1NCCNC1 2-(2-aminoethylamino)piperazine Lithium